5-fluoro-2-(4-fluorophenyl)-8H-dibenzo[3,4:6,7]cyclohepta[1,2-b]thiophen-8-ol FC=1C=CC2=C(C3=C(SC(=C3)C3=CC=C(C=C3)F)C3=C(C2O)C=CC=C3)C1